NC(C(=O)O)CCC1=CC(=C(C=C1)C(NS(=O)(=O)C)=O)OC 2-Amino-4-(3-methoxy-4-((methylsulfonyl)carbamoyl)phenyl)butanoic acid